2-(5-bromo-4-chloro-2H-indazol-2-yl)-N,N-dimethylacetamide BrC1=C(C2=CN(N=C2C=C1)CC(=O)N(C)C)Cl